1-(1-Adamantyl)-3-(2,4,6-trimethylphenyl)imidazolinium chlorid [Cl-].C12(CC3CC(CC(C1)C3)C2)[NH+]2CN(CC2)C2=C(C=C(C=C2C)C)C